tetramethylribose C[C@@]([C@]([C@](C(=O)C)(O)C)(O)C)(O)CO